NC1=NC=C(C(N1CC1=NC(=NO1)[C@@H]1CO[C@H](C1)C1=CC=C(C=C1)Cl)=O)C 2-amino-3-((3-((3R,5R)-5-(4-chlorophenyl)tetrahydro-furan-3-yl)-1,2,4-oxadiazol-5-yl)methyl)-5-methylpyrimidin-4(3H)-one